C(C)(=O)N1CCC(CC1)C(C)(O)C1=CC(=C2[C@](N(C(C2=C1)=O)CC1=NC=C(C=N1)Cl)(O[C@@H]1C[C@@H](C1)O)C1=CC=C(C=C1)Cl)F (3R)-6-[1-(1-Acetylpiperidin-4-yl)-1-hydroxyethyl]-3-(4-chlorophenyl)-2-[(5-chloropyrimidin-2-yl)methyl]-4-fluoro-3-[cis-3-hydroxycyclobutoxy]-2,3-dihydro-1H-isoindol-1-on